C=1(C(=NN=CC1)S(=O)(=O)[O-])C=CC=1C(=CC=CC1)S(=O)(=O)[O-] diazastilbene-2,2'-disulfonate